4-methyl-N-((3-methyl-2-(2-((methylamino)methyl)phenyl)-1H-indol-5-yl)methyl)pyrimidine-5-carboxamide CC1=NC=NC=C1C(=O)NCC=1C=C2C(=C(NC2=CC1)C1=C(C=CC=C1)CNC)C